[Si](C)(C)(C(C)(C)C)OC1N(CCC(C1)C=O)C(=O)[O-] ((tert-butyldimethylsilyl) oxy)-4-formylpiperidine-1-carboxylate